N-(4-aminobutanesulfonyl)-3-[2-(2-azidoethoxy)ethoxy]propanamide NCCCCS(=O)(=O)NC(CCOCCOCCN=[N+]=[N-])=O